FC1=CC(=CC2=CC=3C[C@@](CCC3N=C12)(C(C)C)F)C(=O)N[C@H](CC[NH+]1CC(C1)O)C=1C=NC(=CC1)C1=CN=NC=C1 (7S)-4,7-difluoro-7-isopropyl-N-[(1R)-3-(3-hydroxyazetidin-1-ium-1-yl)-1-(6-pyridazin-4-yl-3-pyridyl)propyl]-6,8-dihydro-5H-acridine-2-carboxamide